CC(C)N1C(C=2N=C(N=CC2C1)N1CC(OCC1)C(C)C)=O 6-(propan-2-yl)-2-[2-(propan-2-yl)morpholin-4-yl]-5,6-dihydro-7H-pyrrolo[3,4-d]pyrimidin-7-one